C(C)(C)(C)[C@H]1[C@@H](N[C@@H](CCC1)C1=CN=C2C(=N1)N(C(=C2)C(C)(C)C)C)COC2=NC(=NC(=C2)C2=C(C=CC=C2C)C)NS(=O)(=O)C=2C=C(C(=O)O)C=CC2 3-[[4-[[(2R,3S,7S)-3-tert-Butyl-7-(6-tert-butyl-5-methyl-pyrrolo[2,3-b]pyrazin-3-yl)azepan-2-yl]methoxy]-6-(2,6-dimethylphenyl)pyrimidin-2-yl]sulfamoyl]benzoic acid